BrC1=C(C=C(C=2C1=NSN2)Br)Cl 4,7-dibromo-5-chloro-benzo[1,2,5]Thiadiazole